ClC=1C=C(C=CC1OC1CCC1)[C@H]([C@@H](CN1CCCC1)NC(=O)[C@H]1CN(CC1)C1=CC=C(C=C1)Cl)O (R)-N-((1R,2R)-1-(3-chloro-4-cyclobutoxyphenyl)-1-hydroxy-3-(pyrrolidin-1-yl)propan-2-yl)-1-(4-chlorophenyl)pyrrolidine-3-carboxamide